(cyclopropylmethyl)-N-(1,3-dimethyl-1H-pyrazol-4-yl)-1,2,3,4-tetrahydroisoquinolin-7-amine hydrochloride Cl.C1(CC1)CC1NCCC2=CC=C(C=C12)NC=1C(=NN(C1)C)C